(2R,3R,4S,5R)-4-[[3-(3,4-difluoro-2-methoxy-phenyl)-5-(difluoromethyl)-4,5-dimethyl-tetrahydrofuran-2-carbonyl]amino]pyridine-2-carboxamide FC=1C(=C(C=CC1F)[C@@H]1[C@@H](O[C@@]([C@H]1C)(C)C(F)F)C(=O)NC1=CC(=NC=C1)C(=O)N)OC